(5-Chloro-1H-pyrrolo[2,3-b]pyridin-2-yl)boronic acid ClC=1C=C2C(=NC1)NC(=C2)B(O)O